O=C([C@H](O)[C@@H](O)[C@H](O)[C@@H](O)CO)O L-idonic acid